NN1C(=NC(=C1C(=O)N)C1=CC=C(C=C1)C(NC1=NC=CC=C1)=O)[C@H]1N(CCCC1)CC#CC (S)-1-amino-2-(1-(but-2-ynyl)piperidin-2-yl)-4-(4-(pyridin-2-ylcarbamoyl)phenyl)-1H-imidazole-5-carboxamide